(R)-3-methyl-4-(3-(3-methyl-1H-pyrazol-5-yl)-7-morpholinoisothiazolo[4,5-b]pyridin-5-yl)morpholine C[C@H]1N(CCOC1)C1=CC(=C2C(=N1)C(=NS2)C2=CC(=NN2)C)N2CCOCC2